2-methyl-phenol CC1=C(C=CC=C1)O